1,3,5-tris[(3-pyridinyl)benzene-3-yl]benzene N1=CC(=CC=C1)C1=CC(=CC=C1)C1=CC(=CC(=C1)C=1C=C(C=CC1)C=1C=NC=CC1)C=1C=C(C=CC1)C=1C=NC=CC1